ethyl acrylate (2-isocyanatoethyl acrylate) N(=C=O)CCC(C(=O)O)=C.C(C=C)(=O)OCC